ethyl 2-[[(2S)-2-(tert-butoxycarbonylamino)propanoyl]amino]-3-(2,6-difluorobenzoyl)-5,6-dihydro-4H-cyclopenta[b]thiophene-6-carboxylate C(C)(C)(C)OC(=O)N[C@H](C(=O)NC1=C(C2=C(S1)C(CC2)C(=O)OCC)C(C2=C(C=CC=C2F)F)=O)C